FC1=CC(=CC2=CN(N=C12)C)C1=CC=2C(=NNC2)S1 7-fluoro-2-methyl-5-[2H-thieno[2,3-c]pyrazol-5-yl]indazole